[Cl-].[Cl-].[Ti+2].CC1=C(OC2(C(=C(C(=C2C)C)C)C)C)C(=CC=C1)C 2,6-dimethyl-phenoxy(pentamethyl-cyclopentadiene) titanium dichloride